5-hexyl-4-methylthiophene C(CCCCC)C1=C(C=CS1)C